dibenzylamine magnesium chloride lithium chloride [Cl-].[Li+].[Cl-].[Mg+2].C(C1=CC=CC=C1)NCC1=CC=CC=C1